N2-(3,4,5-trimethoxyphenyl)-2,4-pyrimidinediamine COC=1C=C(C=C(C1OC)OC)NC1=NC=CC(=N1)N